2-(piperidin-4-yloxy)ethanol N1CCC(CC1)OCCO